methyl 6-{3-[(3-{[(1R,2S)-2-fluorocyclopropyl]carbamoyl}-8-{[(4-methoxyphenyl)methyl](methyl)amino}imidazo[1,2-b]pyridazin-6-yl)amino]phenyl}pyridine-3-carboxylate F[C@@H]1[C@@H](C1)NC(=O)C1=CN=C2N1N=C(C=C2N(C)CC2=CC=C(C=C2)OC)NC=2C=C(C=CC2)C2=CC=C(C=N2)C(=O)OC